(6s)-2-amino-4,5,6,7-tetrahydro-6-(propylamino)benzothiazole NC=1SC2=C(N1)CC[C@@H](C2)NCCC